(E)-2-(2-chloro-1-(Pyrimidin-5-yl)vinyl)-1,3,4-thiadiazole Cl/C=C(\C=1C=NC=NC1)/C=1SC=NN1